BrC1=C(C=C2C(=C(C(=NC2=C1Cl)Cl)[N+](=O)[O-])N[C@@H]1C[C@H](N(CC1)C(=O)OC(C)(C)C)CC#N)Cl tert-butyl (2S,4S)-4-((7-bromo-2,6,8-trichloro-3-nitroquinolin-4-yl)amino)-2-(cyanomethyl)piperidine-1-carboxylate